COC1=C(C(=O)P(CC(CC(C)(C)C)C)(C(C2=C(C=CC=C2OC)OC)=O)=O)C(=CC=C1)OC Bis(2,6-dimethoxybenzoyl)-(2,4,4-trimethylpentyl)phosphine oxide